methyl-7-[4-(4-methylpiperazin-1-yl)anilino]-4H-pyrimido[4,5-d]pyrimidin-2-one CC1NC(NC2=NC(=NC=C21)NC2=CC=C(C=C2)N2CCN(CC2)C)=O